C(C)(=O)C1=C(C2=C(N=C(N=C2)NC2=CC=C(C=N2)N2CCN(CC2)CC=2C(=C3CN(C(C3=CC2)=O)C2CNCCC2)F)N(C1=O)C1CCCC1)C 3-(5-((4-(6-((6-acetyl-8-cyclopentyl-5-methyl-7-oxo-7,8-dihydropyrido[2,3-d]Pyrimidin-2-yl)amino)pyridin-3-yl)piperazin-1-yl)methyl)-4-fluoro-1-oxoisoindoline-2-yl)piperidine